(S)-(4-(1H-benzo[d]imidazol-2-yl)-6,7-dihydro-3H-imidazo[4,5-c]pyridin-5(4H)-yl)(5-bromopyrazolo[1,5-a]pyridin-3-yl)methanone N1C(=NC2=C1C=CC=C2)[C@H]2N(CCC1=C2NC=N1)C(=O)C=1C=NN2C1C=C(C=C2)Br